[Na].CC(CC)C=1C=C(C=C(C1)Cl)NC(NS(N(C1CCOCC1)C=1C=NN(C1)C)(=O)=O)=O 3-[3-(Butan-2-yl)-5-chlorophenyl]-1-[(1-methyl-1H-pyrazol-4-yl)(oxan-4-yl)sulfamoyl]urea sodium salt